6-{5-chloro-2-[(oxacyclohex-4-yl)amino]pyrimidin-4-yl}-2-[(2R)-1-(4-methylpiperazin-1-yl)-1-oxopropan-2-yl]-2,3-dihydro-1H-isoindol-1-one ClC=1C(=NC(=NC1)NC1CCOCC1)C1=CC=C2CN(C(C2=C1)=O)[C@@H](C(=O)N1CCN(CC1)C)C